2-chloro-N,N-dimethyl-4-((S or R)-4-(1-((S or R)-3,3,3-trifluoro-2-hydroxy-2-phenylpropanoyl)piperidin-4-yl)pentyloxy)benzamide ClC1=C(C(=O)N(C)C)C=CC(=C1)OCCC[C@H](C)C1CCN(CC1)C([C@](C(F)(F)F)(C1=CC=CC=C1)O)=O |o1:16,25|